ClC=1C=CC(=C(C1)C1=NNC=C1C1=NC2=CC(=CN=C2C=C1)C=1N2C(=NN1)NCC2)F 2-[3-(5-chloro-2-fluoro-phenyl)-1H-pyrazol-4-yl]-7-(6,7-dihydro-5H-imidazo[2,1-c][1,2,4]triazol-3-yl)-1,5-naphthyridine